2-(3-(6-(((3S,4S)-4-fluoropiperidin-3-yl)amino)pyridin-2-yl)imidazo[1,2-a]pyrazin-6-yl)isothiazolidine 1,1-dioxide F[C@@H]1[C@H](CNCC1)NC1=CC=CC(=N1)C1=CN=C2N1C=C(N=C2)N2S(CCC2)(=O)=O